(1r,4R)-6'-acetyl-4-(3-chloroanilino)-2'-[(2R)-2-methyl-3-{[(5R)-5-methyl-5,6,7,8-tetrahydroquinolin-4-yl]oxy}propyl]spiro[cyclohexane-1,1'-indene]-4-carboxylic acid C(C)(=O)C1=CC=C2C=C(C3(C2=C1)CCC(CC3)(C(=O)O)NC3=CC(=CC=C3)Cl)C[C@H](COC3=CC=NC=1CCC[C@H](C31)C)C